FC1=C(C(=CC(=C1)F)OC)N1N=C2C(=CC1=O)NN=C2C2=CC=C(C=C2)N2CCN(CC2)C 5-(2,4-difluoro-6-methoxyphenyl)-3-(4-(4-methylpiperazin-1-yl)phenyl)-1H-pyrazolo[4,3-c]pyridazin-6(5H)-one